C1[C@H]([C@@H]([C@H](C(O1)O)O)O)O[C@H]2[C@@H]([C@H]([C@H]([C@H](O2)CO)O)O[C@H]3[C@@H]([C@H]([C@H]([C@H](O3)CO)O)O)O)O The molecule is a trisaccharide consisting of two beta-D-galactopyranose residues and a D-xylopyranose residue joined in sequence by (1->3) and (1->4) glycosidic bonds. It derives from a beta-(1->3)-galactobiose and a beta-D-Galp-(1->4)-D-Xylp.